C(C)OC(CSC1=NN(C(=C1Br)C1=CC=CC=C1)C1=C(C(=CC=C1)F)F)=O Ethyl-{[4-bromo-1-(2,3-difluorophenyl)-5-phenyl-1H-pyrazol-3-yl]sulfanyl}acetat